CCCCCCCCCCCCC/C=C/[C@H]([C@H](CO)N)O C18-sphingosine